2-methyl-3-(phenylsulfanyl)quinoline-4-carboxylic acid CC1=NC2=CC=CC=C2C(=C1SC1=CC=CC=C1)C(=O)O